[Au].[Ni].[Pd] palladium-nickel-gold